C(C)(=O)NNC(CC=1N(N=C(C1)C(F)(F)Cl)C=1C=NC(=C(C1)F)Cl)=O N'-acetyl-2-[5-[chloro(difluoro)methyl]-2-(6-chloro-5-fluoro-3-pyridyl)pyrazol-3-yl]acetohydrazide